fluorobenzene-bisamide FC1=C(C(=CC=C1)C(=O)N)C(=O)N